2,5-Dimethyl-N-(4-phenylthiazol-2-yl)-1-(p-tolyl)-1H-pyrrole-3-carboxamide CC=1N(C(=CC1C(=O)NC=1SC=C(N1)C1=CC=CC=C1)C)C1=CC=C(C=C1)C